CC(C(=O)N)(C)OC1=C(C=CC=C1)C1=CC=CC=C1 2-methyl-2-(o-phenylphenoxy)propanamide